C(C)OC(=O)C1=NN(C(=C1)C1=CC=CC=C1)C1=NC(=C2N=C(N(C2=N1)CC)C1=CC=NC=C1)N1CCOCC1 1-(9-ethyl-6-morpholino-8-(pyridin-4-yl)-9H-purin-2-yl)-5-phenyl-1H-pyrazole-3-carboxylic acid ethyl ester